6-methoxy-2'-propionyl-2',3'-dihydro-2H,4H-spiro[benzo[b][1,4]oxazin-3,1'-indene]-2-one COC1=CC2=C(OC(C3(C(CC4=CC=CC=C34)C(CC)=O)N2)=O)C=C1